1,3-didodecylimidazolium C(CCCCCCCCCCC)N1C=[N+](C=C1)CCCCCCCCCCCC